N-[3-(2-hydroxyphenyl)-1-[[2-(trimethylsilyl)ethoxy]methyl]pyrrolo[2,3-b]pyridin-6-yl]cyclopropanecarboxamide OC1=C(C=CC=C1)C1=CN(C2=NC(=CC=C21)NC(=O)C2CC2)COCC[Si](C)(C)C